tert-Butyl [1-(hydroxymethyl)cyclopentyl]methylcarbamate OCC1(CCCC1)CNC(OC(C)(C)C)=O